2-((1-methylpiperidin-4-yl)methyl)-5-(4,4,5,5-tetramethyl-1,3,2-dioxaborolan-2-yl)benzo[d]thiazole CN1CCC(CC1)CC=1SC2=C(N1)C=C(C=C2)B2OC(C(O2)(C)C)(C)C